C1(CC1)C(=O)NC1=NC=CC(=C1)OC1=CC(=C(C=C1)NC(OC(C)(C)C)=O)F tert-butyl (4-((2-(cyclopropanecarboxamido)pyridin-4-yl)oxy)-2-fluorophenyl)carbamate